5-(6,7-Dichloro-3-(1-(tetrahydro-2H-pyran-2-yl)-1H-pyrazol-4-yl)-1H-indol-2-yl)-4H-1,2,4-triazole-3-carboxamide ClC1=CC=C2C(=C(NC2=C1Cl)C=1NC(=NN1)C(=O)N)C=1C=NN(C1)C1OCCCC1